CN1CC2(C3=NC=CC=C31)CCC2 methyl-1',2'-dihydrospiro[cyclobutane-1,3'-pyrrolo[3,2-b]pyridine]